ClC1=C(OC(C(=O)O)(C)C)C(=CC(=C1)CN1C(N(CC1=O)C1=CC=C(C=C1)C(F)(F)F)=O)C 2-(2-Chloro-4-((2,5-dioxo-3-(4-(trifluoromethyl)phenyl)imidazolidin-1-yl)methyl)-6-meth-ylphenoxy)-2-methylpropionic acid